COC[C@H](C)NC=1N=CC2=C(N1)NC=C2C2=CC=1N(C=C2)N=CC1C(=O)NC=1C=NC=CC1 (S)-5-(2-((1-methoxypropan-2-yl)amino)-7H-pyrrolo[2,3-d]pyrimidin-5-yl)-N-(pyridin-3-yl)pyrazolo[1,5-a]pyridine-3-carboxamide